OCC1=CC=C(C=C1)NC(=O)O[C@@H]1[C@H](CCCC1)SSCCC(NCCOCCOCCOCCC(=O)OCC=C)=O allyl 1-(((1S,2S)-2-(((4-(hydroxymethyl)phenyl)carbamoyl)oxy)cyclohexyl)disulfaneyl)-3-oxo-7,10,13-trioxa-4-azahexadecan-16-oate